(S)-tert-butyl 4-(2-chloro-6-methyl-5-nitropyrimidin-4-yl)-3-methylpiperazine-1-carboxylate ClC1=NC(=C(C(=N1)N1[C@H](CN(CC1)C(=O)OC(C)(C)C)C)[N+](=O)[O-])C